C(C(C)C)(=O)NC1=C(C(=O)O)C=C(C=C1)C#CC1=CC=C(C=C1)CCCCC 2-isobutyramido-5-((4-pentyl-phenyl)ethynyl)benzoic acid